tert-butyl 4-(1-(2,6-dioxopiperidin-3-yl)-2-oxo-2,3-dihydro-1H-benzo[d]imidazol-4-yl)piperazine-1-carboxylate O=C1NC(CCC1N1C(NC2=C1C=CC=C2N2CCN(CC2)C(=O)OC(C)(C)C)=O)=O